(4H-benzo[d][1,3]dioxin-6-yl)methanol O1COCC2=C1C=CC(=C2)CO